CCOC=O.ClC1=CC(=C(C=C1)N(S(=O)(=O)C1=CC2=C(C=CO2)C=C1)CC)CN(C(=O)C1CC1)CC=1OC=CC1 6-(N-(4-chloro-2-((N-(furan-2-ylmethyl)cyclopropanecarboxamido)methyl)phenyl)-N-ethylsulfamoyl)benzofuran 2-Ethyl-formate